1-(4-(2-(2,3-difluoro-6-(3-((methylamino)methyl)pyrazolo[1,5-a]pyridin-5-yl)phenoxy)ethyl)-1,5-dimethyl-1H-pyrazol-3-yl)-2,2-dimethylpropan-1-ol FC1=C(OCCC=2C(=NN(C2C)C)C(C(C)(C)C)O)C(=CC=C1F)C1=CC=2N(C=C1)N=CC2CNC